NC1=C(SC2=NC(=CC=C21)C)C(=O)N[C@H]2COC1=C(C2)C=CC(=C1)C1CC2COCC(C1)N2 3-amino-6-methyl-N-[(3R)-7-{3-oxa-9-azabicyclo[3.3.1]nonan-7-yl}-3,4-dihydro-2H-1-benzopyran-3-yl]thieno[2,3-b]pyridine-2-carboxamide